N=1C=NN2C1C=C(C=C2)OC2=C(C=C(C=C2)C2=NC1=CC=CC(=C1C(=N2)N)OC2C(CN(CC2)C)(F)F)C (4-([1,2,4]triazolo[1,5-a]pyridin-7-yloxy)-3-methylphenyl)-5-((3,3-difluoro-1-methylpiperidin-4-yl)oxy)quinazolin-4-amine